C1(CC1)C1=NC(=CC(=C1)C1=C(C=C(C#N)C=C1)C1=NN=CN1C)N1C(C2=CC(=CC(=C2C1)F)CN(C)C1CC1)=O 4-[2-Cyclopropyl-6-(6-{[cyclopropyl(methyl)amino]methyl}-4-fluoro-1-oxo-3H-isoindol-2-yl)pyridin-4-yl]-3-(4-methyl-1,2,4-triazol-3-yl)benzonitrile